N-[6-(5-chloro-1,3-benzothiazol-2-yl)spiro[3.3]heptan-2-yl]-1-methyl-2-oxo-piperidine-4-carboxamide ClC=1C=CC2=C(N=C(S2)C2CC3(CC(C3)NC(=O)C3CC(N(CC3)C)=O)C2)C1